2-hydroxy-3,3-dimethyl-4-hydroxybutyric acid OC(C(=O)O)C(CO)(C)C